N1=C(C=CC=C1)N1CCN(CC1)C(=O)C1CCC(CC1)NC(=O)C1=NN2C(N=CC=C2)=C1 N-((1R,4R)-4-(4-(pyridin-2-yl)piperazine-1-carbonyl)cyclohexyl)pyrazolo[1,5-a]pyrimidine-2-carboxamide